5-bromo-1,1-dioxo-1,2-benzothiazol-3-one BrC=1C=CC2=C(C(NS2(=O)=O)=O)C1